COC1=CC(=CC(=C1O)OC)[C@@H]2[C@H]([C@@H](CO2)C(=O)C3=CC(=C(C(=C3)OC)O)OC)CO The molecule is a lignan isolated from the stems of Sinocalamus affinis. It has a role as a plant metabolite. It is a lignan, a dimethoxybenzene, a polyphenol, an aromatic ketone and a primary alcohol.